FC1=CC(=CC2=C1N=C(O2)C)C2=CC1=CN(N=C1C(=C2)F)C2CCNCC2 4-fluoro-6-[7-fluoro-2-(4-piperidyl)indazol-5-yl]-2-methyl-1,3-benzoxazole